C(C)(C)(C)[Si](OCCOCCCC(=O)NC=1N=CC2=C(N=CC(=C2C1)C#CC1=CC2=C(N=NN2COCC[Si](C)(C)C)C=C1)NC)(C)C 4-[2-[tert-butyl-(dimethyl)silyl]oxyethoxy]-N-[8-(methylamino)-5-[2-[3-(2-trimethylsilylethoxymethyl)benzotriazol-5-yl]ethynyl]-2,7-naphthyridin-3-yl]butanamide